1,4-bis(4-aminophenoxy)dodecane NC1=CC=C(OCCCC(CCCCCCCC)OC2=CC=C(C=C2)N)C=C1